NC=1C=C2C=CC(=CC2=CC1)C1=C2CN(C(C2=CC=C1)=O)CC(C(=O)N)=C 2-{[4-(6-aminonaphthalen-2-yl)-1-oxo-2,3-dihydro-1H-isoindol-2-yl]methyl}prop-2-enamide